C(C)(C)N(P(OCC1(CCN(CC1)C(CCCC[C@H]1SSCC1)=O)COC(C1=CC=C(C=C1)OC)(C1=CC=C(C=C1)OC)C1=CC=C(C=C1)OC)OCCC#N)C(C)C (1-(5-((R)-1,2-dithiolan-3-yl)pentanoyl)-4-((tris(4-methoxyphenyl)methoxy)methyl) piperidin-4-yl)methyl (2-cyanoethyl) diisopropylphosphoramidite